NC1=CC=C(C=C1)N1CCC(CC1)CN1CCC(CC1)OC1=CC=C(C=C1)C1CNCCC1 3-(4-((1-((1-(4-aminophenyl)piperidin-4-yl)methyl)piperidin-4-yl)oxy)phenyl)piperidine